NC1CCN(CC1)C1=C(C(=C(C(=N1)SCC1=CC(=C(C=C1F)NC(C=C)=O)F)C#N)CC)C#N N-(4-(((6-(4-aminopiperidin-1-yl)-3,5-dicyano-4-ethylpyridin-2-yl)thio)methyl)-2,5-difluorophenyl)acrylamide